C1(CCCCCC1)[C@@H](C(=O)NC1=C(C=C(C=C1)CC(=O)O)F)NC(=O)C1=CC=NN1CC (S)-2-(4-(2-cycloheptyl-2-(1-ethyl-1H-pyrazole-5-carboxamido)acetamido)-3-fluorophenyl)acetic acid